CC(CN(OC(C)(C)C(=O)O)C(C(C)(C)C)P(=O)(OC)OC)C N-(2-methylpropyl)-N-(1-dimethylphosphono-2,2-dimethylpropyl)-O-(2-carboxypropan-2-yl)hydroxylamine